CC([C@@H](C)NC1=NC=CC2=C1N=C(N=C2)NC2=C(C=C(C=C2)C=2C=NN(C2)C)OC)(C)C (R)-N8-(3,3-dimethylbutan-2-yl)-N2-(2-methoxy-4-(1-methyl-1H-pyrazol-4-yl)phenyl)pyrido[3,4-d]pyrimidine-2,8-diamine